(3R)-3-(4-chlorophenyl)-2-[(4-chlorophenyl)methyl]-6-(2-hydroxyprop-2-yl)-3-[(oxolan-3-yl)methoxy]-2,3-dihydro-1H-isoindol-1-one ClC1=CC=C(C=C1)[C@@]1(N(C(C2=CC(=CC=C12)C(C)(C)O)=O)CC1=CC=C(C=C1)Cl)OCC1COCC1